(5-Chloro-3-(methylsulfonyl)pyridin-2-yl)methanamine dihydrochloride salt Cl.Cl.ClC=1C=C(C(=NC1)CN)S(=O)(=O)C